C(C)(C)(C)N(OC(C)(C)C(=O)O)C(C(C)(C)C)P(=O)(OCC)OCC N-(t-butyl)-N-(1-diethylphosphono-2,2-dimethylpropyl)-O-(2-carboxyprop-2-yl)hydroxylamine